O1C(=NC2=C1C=CC=C2)C=2N=C(N(C(C2O)=O)C)N2[C@H](C1=CC(=CC=C1CC2)C(=O)N(C)C)C2=C(C=CC=C2)F (R)-2-(4-(benzo[d]oxazol-2-yl)-5-hydroxy-1-methyl-6-oxo-1,6-dihydropyrimidin-2-yl)-1-(2-fluorophenyl)-N,N-dimethyl-1,2,3,4-tetrahydroisoquinoline-7-carboxamide